8-chloro-3-[5-(difluoromethyl)-1,3,4-thiadiazol-2-yl]-N-(1,2-dimethylcyclopropyl)imidazo[1,5-a]pyridine-6-sulfonamide ClC=1C=2N(C=C(C1)S(=O)(=O)NC1(C(C1)C)C)C(=NC2)C=2SC(=NN2)C(F)F